C(CCCCCC)SC(C(=O)OCCCCCC1(OCC(O1)CCO)CCCCCOC(C(SCCCCCCC)SCCCCCCC)=O)SCCCCCCC (4-(2-hydroxyethyl)-1,3-dioxolane-2,2-diyl)bis(pentane-5,1-diyl) bis(2,2-bis(heptylthio)acetate)